(7-chloro-1H-benzo[d]imidazol-2-yl)((trans)-8-hydroxy-5-methyl-7,8-dihydro-1,6-naphthyridin-6(5H)-yl)methanone ClC1=CC=CC2=C1NC(=N2)C(=O)N2[C@@H](C=1C=CC=NC1[C@H](C2)O)C